FC(C=1C=C2C=CC=NC2=CC1)(C1=NN=C2N1N=C(C=C2)C2=CC=NC=C2)F 6-[difluoro(6-pyridin-4-yl-[1,2,4]triazolo[4,3-b]pyridazin-3-yl)methyl]quinoline